tertbutyl 3-[2-[2-[2-[2-(2,6-dioxo-3-piperidyl)-1,3-dioxo-isoindolin-4-yl]oxyethoxy]ethoxy]ethoxy]propanoate O=C1NC(CCC1N1C(C2=CC=CC(=C2C1=O)OCCOCCOCCOCCC(=O)OC(C)(C)C)=O)=O